C(C1=CC=CC=C1)OC1=C(C=C(C=C1)CCN)OC 2-(4-(benzyloxy)-3-methoxyphenyl)ethane-1-amine